(S)-2-(1-amino-5-carbamoyl-4-(4-((4-fluoropyridin-2-yl)carbamoyl)phenyl)-1H-imidazol-2-yl)pyrrolidine-1-carboxylic acid tert-butyl ester C(C)(C)(C)OC(=O)N1[C@@H](CCC1)C=1N(C(=C(N1)C1=CC=C(C=C1)C(NC1=NC=CC(=C1)F)=O)C(N)=O)N